CC(C)(C)C1=CC2=C(C=C1)OC(=N2)C3=CC(=C(C=C3)C4=NC5=C(O4)C=CC(=C5)C(C)(C)C)S 2,5-bis(5'-tert-butyl-2'-benzoxazolyl)thiophene